1-[(2-{2-[2-(2-azidoethoxy)ethoxy]ethoxy}ethoxy)sulfonyl]-4-methylbenzene N(=[N+]=[N-])CCOCCOCCOCCOS(=O)(=O)C1=CC=C(C=C1)C